N1=CN=C(C2=C1NC=C2)C=2C=CC(=NC2)N2CC1N(C(C2)C1)CC=1SC(=CC1)C 3-(5-(7H-pyrrolo[2,3-d]pyrimidin-4-yl)pyridin-2-yl)-6-((5-methylthiophene-2-yl)methyl)-3,6-diazabicyclo[3.1.1]heptane